CN(C1=NC=CC(=C1CO)C)C [2-(dimethylamino)-4-methylpyridin-3-yl]methanol